C(C)(C)(C)OC(=O)N(C1=CC=C(/C=C/C2=CC=C(C=C2)N(C(OC(C)(C)C)=O)CC)C=C1)CC=1N=NN(C1)CCF tert-Butyl (E)-(4-(4-((tert-Butoxycarbonyl)((1-(2-fluoroethyl)-1H-1,2,3-triazol-4-yl)methyl)amino)-styryl)phenyl)(ethyl)carbamate